ketooleic acid O=C(C(=O)O)CCCCCC\C=C/CCCCCCCC